2-[6-bromo-4-[2-trans-fluorocyclopropyl]-1-oxophthalazin-2-yl]-N-(5-fluoropyrimidin-2-yl)acetamide BrC=1C=C2C(=NN(C(C2=CC1)=O)CC(=O)NC1=NC=C(C=N1)F)C1(CC1)F